6-N-cyclohexyl-3-N-[(7-methoxy-3-methyl-1H-indol-4-yl)methyl]pyrido[2,3-b]pyrazine-3,6-diamine C1(CCCCC1)NC=1C=CC=2C(=NC(=CN2)NCC2=C3C(=CNC3=C(C=C2)OC)C)N1